(E,2S)-2-[2-[tert-butoxycarbonyl-(methyl)amino]ethyl-methyl-carbamoyl]oxy-7-(dimethylamino)-7-oxo-hept-5-enoic acid C(C)(C)(C)OC(=O)N(CCN(C(=O)O[C@H](C(=O)O)CC\C=C\C(=O)N(C)C)C)C